4-(4-(aminomethyl)phenoxy)aniline NCC1=CC=C(OC2=CC=C(N)C=C2)C=C1